NC1CCC=2C=C(C(=C(C2C1)F)N1CC(NS1(=O)=O)=O)OCC1=CC=CC=C1 5-[7-amino-3-(benzyloxy)-1-fluoro-5,6,7,8-tetrahydronaphthalen-2-yl]-1λ6,2,5-thiadiazolidine-1,1,3-trione